OCCC=1C=C2C=C(C(OC2=CC1OC)=O)CCC(=C)C 6-(hydroxyethyl)-7-methoxy-3-(isopentenyl)-2H-chromen-2-one